FC(C(C(C(C(F)(F)F)(F)F)(C(C(F)(F)F)(F)F)OC(C(=C(F)F)F)(F)F)(F)F)(F)F 1,1,1,2,2,4,4,5,5,5-decafluoro-3-((perfluoroallyl)oxy)-3-(perfluoroethyl)pentane